(1R)-1-(3-iodophenyl)ethan-1-amine hydrochloride Cl.IC=1C=C(C=CC1)[C@@H](C)N